COC=1C=C(C=C(C1OC)OC)C=CC1=CC=C(C=C1)OC 3,4,4',5-tetramethoxystilbene